FC1=C(C(=CC(=C1)F)OCCOC)C=1C2=C(C(=NC1C1=NN3C([C@H](N(CC3)C(=O)OC(C)(C)C)C)=C1)O)C=CS2 (R)-tert-butyl 2-((S)-7-(2,4-difluoro-6-(2-methoxyethoxy) phenyl)-4-hydroxythieno[3,2-c]pyridin-6-yl)-4-methyl-6,7-dihydropyrazolo[1,5-a]pyrazine-5(4H)-carboxylate